N-(3-(diethylamino)propyl)-2-(3-methoxyphenyl)benzo[d]imidazo[2,1-b]thiazole C(C)N(CCCN1C(=CN2C1SC1=C2C=CC=C1)C1=CC(=CC=C1)OC)CC